N-((3R,4S)-3-((6-(2,6-difluoro-3,5-dimethoxyphenyl)pyrido[3,4-d]pyrimidin-2-yl)amino)piperidin-4-yl)acrylamide FC1=C(C(=C(C=C1OC)OC)F)C1=CC2=C(N=C(N=C2)N[C@@H]2CNCC[C@@H]2NC(C=C)=O)C=N1